N=1C=CN2CCOC3=C(C21)C=CC(=C3)N 5,6-dihydrobenzo[f]imidazo[1,2-d][1,4]oxazepine-9-amine